O1[C@H](CC1)C(=O)N1CC2(CC2)[C@@H]([C@@H]1CC=1C(=C(C=CC1)C1=CC(=CC(=C1)F)F)F)NS(=O)(=O)C N-((6S,7S)-5-((R)-oxetane-2-carbonyl)-6-((2,3',5'-trifluoro-[1,1'-biphenyl]-3-yl)methyl)-5-azaspiro[2.4]heptan-7-yl)methanesulfonamide